C(=O)(OCC1C2=CC=CC=C2C2=CC=CC=C12)N([C@](C)(C(=O)O)CCCCCCC=C)N([C@@H](CCO)C(=O)O)C(CC(=O)C)=O Fmoc-(S)-2-(7-octenyl)alanineO-acetoacetyl-L-homoserine